1-Chloro-6-(3-chloro-1-isopropyl-1H-indazol-5-ylmethoxy)-3,4-dihydro-naphthalene-2-carbaldehyde ClC1=C(CCC2=CC(=CC=C12)OCC=1C=C2C(=NN(C2=CC1)C(C)C)Cl)C=O